3-fluoro-6,7-dimethoxy-1,5-naphthyridin-4-ol FC=1C=NC2=CC(=C(N=C2C1O)OC)OC